N-(2,3-difluoro-4-((3-(2-(((S)-piperidin-3-yl)amino)pyrimidin-4-yl)pyridin-2-yl)oxy)phenyl)-1-(2,2-difluorocyclobutyl)methanesulfonamide FC1=C(C=CC(=C1F)OC1=NC=CC=C1C1=NC(=NC=C1)N[C@@H]1CNCCC1)NS(=O)(=O)CC1C(CC1)(F)F